NC1=NN2C(N=CC=C2)=C1C(=O)N[C@@H](C)C=1N(C(C2=C(C(=CC=C2C1)F)C#CC=1C=NN(C1)C)=O)C1=C(C(=C(C(=C1[2H])[2H])[2H])[2H])[2H] (S)-2-amino-N-(1-(7-Fluoro-8-((1-methyl-1H-pyrazol-4-yl)ethynyl)-1-oxo-2-(phenyl-d5)-1,2-dihydroisoquinoline-3-yl)ethyl)pyrazolo[1,5-a]pyrimidine-3-carboxamide